C1(=CCCC=CCCC=CCC1)C(C)O 1-(cyclododeca-1,5,9-trien-1-yl)ethan-1-ol